2-ethyl-2-(((3-oxobutanoyl)oxy)methyl)propane C(C)C(C)(C)COC(CC(C)=O)=O